C1(CCC1)OC=1C=2N(C=NC1C=1C=NNC1)N=C(N2)NC2=C(C=C(C=C2)S(=O)(=O)NCC2CCNCC2)C 4-((8-cyclobutoxy-7-(1H-pyrazol-4-yl)-[1,2,4]triazolo[1,5-c]pyrimidin-2-yl)amino)-3-methyl-N-(piperidin-4-ylmethyl)benzenesulfonamide